O=C1CC(CN1C1=CC=C(C=C1)S(=O)(=O)N1CCNCC1)NC(OC(C)(C)C)=O Tert-butyl N-[5-oxo-1-(4-piperazin-1-ylsulfonylphenyl)-pyrrolidin-3-yl]carbamate